C1(CCCCC1)(C(=O)OCCCCCCC(C)C)C(=O)OCCCCCCC(C)C Diisononyl cyclohexanedicarboxylate